CN(CC#CCNC1=CC2=CC=CC=C2C=C1)C 2-((4-(Dimethylamino)but-2-yn-1-yl)amino)naphthalene